OCC(C(=O)NC1=CC=2C(C=3N=C(N=CC3C2C=C1)C(F)(F)F)=O)=C 2-(hydroxymethyl)-N-(9-oxo-2-(trifluoromethyl)-9H-indeno[2,1-d]pyrimidine-7-yl)acrylamide